Cl.NCCCC1=C2N(C(N1)=S)C[C@H](C2)C2=C(C(=CC=C2F)F)F (R)-1-(3-aminopropyl)-6-(2,3,6-trifluorophenyl)-2,5,6,7-tetrahydro-3H-pyrrolo[1,2-c]imidazole-3-thione hydrochloride